COC=1C=C(C=CC1OC=1SC2=C(N1)C=CC=C2)CCC(CC)N2CCOCC2 4-{1-[3-methoxy-4-(1,3-benzothiazol-2-yloxy)phenyl]pentan-3-yl}morpholine